C(CC1=CC=CC=C1)C(CC[Si](OCC)(OCC)OCC)[C] 1-phenethyl-(3-(triethoxysilyl)propyl)carbon